OC(=O)C(F)(F)F.CC1(CNC2=C(NC1=O)N=CC(=C2)/C=C/C(=O)O)C (E)-3-(3,3-Dimethyl-4-oxo-2,3,4,5-tetrahydro-1H-pyrido[2,3-b][1,4]diazepin-8-yl)acrylic acid TFA salt